C(C)(C)(C)OC(=O)NCCCCCCN N-(tert-butoxycarbonyl)-1,6-diaminohexane